Natrium (S)-3-(6-Methoxybiphenyl-3-yl)-3-(3-(1-methyl-4-oxido-2-oxo-1,2-dihydropyridin-3-yl)ureido)propanoat COC1=CC=C(C=C1C1=CC=CC=C1)[C@H](CC(=O)[O-])NC(=O)NC=1C(N(C=CC1[O-])C)=O.[Na+].[Na+]